BrC1=CC2=C(N=CN=C2N[C@H](C#C)C2=C(C(=CC=C2)C(F)(F)F)C)N(C1=O)C (R)-6-bromo-8-methyl-4-((1-(2-methyl-3-(trifluoromethyl)phenyl)prop-2-yn-1-yl)amino)pyrido[2,3-d]pyrimidin-7(8H)-one